tert-butyl (S)-4-(2-amino-5-bromo-3-((5-(difluoromethyl)-1,3,4-thiadiazol-2-yl)amino)phenyl)-2-methylpiperazine-1-carboxylate NC1=C(C=C(C=C1NC=1SC(=NN1)C(F)F)Br)N1C[C@@H](N(CC1)C(=O)OC(C)(C)C)C